ClC1=C2C(=NNC2=CC=C1)N1CC(C(C1)F)F 4-chloro-3-(3,4-difluoropyrrolidin-1-yl)-1H-indazole